diethyl 2-(((4-methoxyphenyl)amino)methylene)malonate COC1=CC=C(C=C1)NC=C(C(=O)OCC)C(=O)OCC